ClC1=NC(=C(C(=C1Cl)F)Cl)Cl 2,3,5,6-tetrachloro-4-fluoropyridine